NC1=NN=C(S1)S[C@@H]1B(OC2=C(C1)C=CC(=C2C(=O)O)SC)O (R)-3-(5-amino-1,3,4-thiadiazol-2-ylthio)-2-hydroxy-7-(methylthio)-3,4-dihydro-2H-benzo[e][1,2]oxaborinine-8-carboxylic acid